C1(CCCC1)C(O)C1=C(N=NC(=C1)Cl)Cl cyclopentyl(3,6-dichloropyridazin-4-yl)methanol